C(CCCCC)C(=C)CCCCCCCC 2-hexyl-1-decene